anthracene-2,6-dicarbonyl dibromide C1=C(C=CC2=CC3=CC(=CC=C3C=C12)C(=O)Br)C(=O)Br